C(N)(=O)CN(C1CCN(CC1)C(=O)OCC1=CC=CC=C1)C1=NC2=CC(=NC=C2C=C1)Cl Benzyl 4-[(carbamoylmethyl)(7-chloro-1,6-naphthyridin-2-yl)amino]piperidine-1-carboxylate